CN1CC(C1)N1N=CC(=C1)C1=NC(=NC(=C1)C(F)(F)F)N1[C@H]([C@@H](C1)O)C(F)(F)F (2R,3R)-1-{4-[1-(1-methyl-3-azetidinyl)-4-pyrazolyl]-6-(trifluoromethyl)-2-pyrimidinyl}-2-(trifluoromethyl)-3-azetidinol